ClC1=CC=C(C=C1)C=1N(C=C(N1)C(F)(F)F)C 2-(4-chlorophenyl)-1-methyl-4-(trifluoromethyl)-1H-imidazole